5-ethyl-4-(2-(((4as,7ar)-1-ethyloctahydro-4aH-cyclopenta[b]pyridin-4a-yl)methoxy)-8-fluoro-4-(1,4-oxaazepan-4-yl)pyrido[4,3-d]pyrimidin-7-yl)-6-fluoronaphthalene-2-ol C(C)C1=C2C(=CC(=CC2=CC=C1F)O)C1=C(C=2N=C(N=C(C2C=N1)N1CCOCCC1)OC[C@]12[C@H](N(CCC1)CC)CCC2)F